CC1=C(C(NC(=C1)C)=O)CNC(C1=C(C(=CC(=C1)OC1CC(C1)(C)C)N(C1CCOCC1)CC)C)=O N-((4,6-dimethyl-2-oxo-1,2-dihydropyridin-3-yl)methyl)-5-(3,3-dimethylcyclobutoxy)-3-(ethyl-(tetrahydro-2H-pyran-4-yl)amino)-2-methylbenzamide